BrC#CC1=CC(=C(C=C1)C1=NN=C(C2=CC=CC=C12)NC1CC(C1)(O)C)OCOCC (cis)-3-((4-(4-(bromoethynyl)-2-(ethoxymethoxy)phenyl)phthalazin-1-yl)amino)-1-methylcyclobutan-1-ol